bisdiethylamino-hydroxybenzoyl-benzoate C(C)N(CC)C=1C(=C(C(=C(C(=O)[O-])C1)C(C1=CC=CC=C1)=O)O)N(CC)CC